N-(4-(4-amino-1-methyl-1H-pyrazolo[3,4-d]pyrimidin-3-yl)phenyl)-5-(4-fluorophenyl)-1-(tetrahydrofuran-3-ylmethyl)-4-oxo-1,4-dihydropyridazine-3-carboxamide NC1=C2C(=NC=N1)N(N=C2C2=CC=C(C=C2)NC(=O)C2=NN(C=C(C2=O)C2=CC=C(C=C2)F)CC2COCC2)C